OC=1C=C(C=CC1O)C=1C=C(C2=C(N1)NN=C2C2=CC=C(C=C2)OC)C(=O)O 6-(3,4-dihydroxyphenyl)-3-(4-methoxyphenyl)-1H-pyrazolo[3,4-b]pyridine-4-carboxylic acid